C(#N)C1=CC(=C(OCC2=C(C=CC(=N2)C2C[C@@H](N(C2)C(=O)OC(C)(C)C)CO)F)C=C1)F tert-Butyl (2R)-4-(6-((4-cyano-2-fluorophenoxy)methyl)-5-fluoropyridin-2-yl)-2-(hydroxymethyl)pyrrolidine-1-carboxylate